(2S)-N-[4-methyl-3-[7-methyl-2-(methylamino)pyrido[2,3-d]pyrimidin-6-yl]phenyl]-2-(trifluoromethyl)morpholine-4-carboxamide CC1=C(C=C(C=C1)NC(=O)N1C[C@H](OCC1)C(F)(F)F)C1=CC2=C(N=C(N=C2)NC)N=C1C